[IH2+].C1=CC=CC=2OC3=CC=CC=C3C(C12)=O xanthenone iodonium salt